[NH+]1(C=CC=C1)C(=O)[O-] azoliumcarboxylate